7-isopropyl-11-oxo-4-(4-phenoxyphenyl)-2,6,7,11-tetrahydro-1H-furo[2,3-H]pyrido[2,1-a]isoquinoline-10-carboxylic acid C(C)(C)C1N2C(C=3C4=C(C(=CC3C1)C1=CC=C(C=C1)OC1=CC=CC=C1)OCC4)=CC(C(=C2)C(=O)O)=O